8-chloro-2-(1-(1-(5-fluoropyridin-3-yl)azetidin-3-yl)-1H-pyrazol-4-yl)-7-((2-methyl-1-((2-(trimethylsilyl)ethoxy)methyl)-1H-benzo[d]imidazol-6-yl)oxy)quinoxaline ClC=1C(=CC=C2N=CC(=NC12)C=1C=NN(C1)C1CN(C1)C=1C=NC=C(C1)F)OC=1C=CC2=C(N(C(=N2)C)COCC[Si](C)(C)C)C1